1-(4-bromophenyl)-4-(chloromethyl)pyrazole BrC1=CC=C(C=C1)N1N=CC(=C1)CCl